N1C(=CC=C1)C1=NC2=C(N1C(=O)NCCCC1=CC=CC=C1)C=CC=C2 Pyrrol-2(1H)-yl-N-(3-phenylpropyl)-1H-benzo[d]Imidazole-1-carboxamide